C(C)C1CCN(CC1)C(C(=O)O)=O (4-ethylpiperidin-1-yl)(oxo)acetic acid